C1(=CC=CC=C1)C(N1C(C=CC1=O)=O)N1C(C=CC1=O)=O phenyl-bismaleimidomethane